C1=C(C=CC2=CC=CC=C12)S(=O)(=O)N1C[C@@H](CC2=CC=CC=C12)C(=O)O |r| (±)-1-(naphthalen-2-ylsulfonyl)-1,2,3,4-tetrahydroquinoline-3-carboxylic acid